(R)-4-(3-fluoro-5-(trifluoromethyl)benzyl)-2-methylpiperazine-1-carboxylic acid tert-butyl ester C(C)(C)(C)OC(=O)N1[C@@H](CN(CC1)CC1=CC(=CC(=C1)C(F)(F)F)F)C